[Y].[Cu]=O copper oxide yttrium